N-(1,5-dimethyl-1H-indazol-7-yl)-1-(4-(trifluoromethyl)pyridin-2-yl)-1H-pyrazole-4-sulfonamide CN1N=CC2=CC(=CC(=C12)NS(=O)(=O)C=1C=NN(C1)C1=NC=CC(=C1)C(F)(F)F)C